OC1=CC=C(C=C1)C(C(=O)OC)C methyl 2-(p-hydroxyphenyl)propionate